S1NCCCCC1 thiazepane